C(C1=CC=CC=C1)C(C(=O)O)CCCCCCCCCC\C=C/CCCCCCCC benzyl-erucic acid